(1H-pyrazol-4-ylmethyl)pyrazole N1N=CC(=C1)CC1=NNC=C1